(1R,3R)-3-(6-(5-cyano-1H-pyrazolo[3,4-b]pyridin-1-yl)-4-(cyclopropyl-amino)-nicotinamido)-cyclobutane-1-carboxylic acid C(#N)C=1C=C2C(=NC1)N(N=C2)C2=NC=C(C(=O)NC1CC(C1)C(=O)O)C(=C2)NC2CC2